(R)-5-(5-Cyclopropyl-1,2,4-oxadiazol-3-yl)-N-(2-methylpyridin-4-yl)-2,3-dihydro-1H-inden-1-carboxamid C1(CC1)C1=NC(=NO1)C=1C=C2CC[C@H](C2=CC1)C(=O)NC1=CC(=NC=C1)C